CC1(C(NC(N1)=O)=O)C.[Au+] gold (I) 5,5-dimethylhydantoin